The molecule is an alkylglucosinolic acid that consists of 1-thio-beta-D-glucopyranose attached to a 3-methyl-N-(sulfooxy)butanimidoyl group at the anomeric sulfur. It is a conjugate acid of an isobutylglucosinolate. CC(C)C/C(=N/OS(=O)(=O)O)/S[C@H]1[C@@H]([C@H]([C@@H]([C@H](O1)CO)O)O)O